5-bromo-1-(4-methoxyphenyl)-1H-pyrazol-3-amine BrC1=CC(=NN1C1=CC=C(C=C1)OC)N